NC1=NC(=CC(=N1)N1CCC2(C[C@H](NC2)C(=O)O)CC1)O[C@@H](C(F)(F)F)C1=C(C=C(C=C1)Cl)C1=CC(=CC=C1)N1C(CCC1)=O (S)-8-(2-amino-6-((R)-1-(5-chloro-3'-(2-oxopyrrolidin-1-yl)-[1,1'-biphenyl]-2-yl)-2,2,2-trifluoroethoxy)pyrimidin-4-yl)-2,8-diazaspiro[4.5]decane-3-carboxylic acid